Cl.C(C1=CC=CC=C1)O[C@H]1CNCC1 (R)-3-benzyloxy-pyrrolidine hydrochloride